((6-chloro-3-pyridinyl)methyl)-N-nitro-2-imidazolidinimine ClC1=CC=C(C=N1)CN1C(NCC1)=N[N+](=O)[O-]